5-chloro-2-(2-methoxy-4-(trifluoromethyl)pyrimidin-5-yl)benzaldehyde ClC=1C=CC(=C(C=O)C1)C=1C(=NC(=NC1)OC)C(F)(F)F